C(C)(C)N1N=NC=C1S(=O)(=O)N=C(SC)SC Dimethyl ((1-isopropyl-1H-1,2,3-triazol-5-yl)sulfonyl)carbonimidodithioate